[(2R,3S,4R,5R)-5-[2-chloro-6-(isopropyl-amino)purin-9-yl]-3,4-dihydroxy-tetra-hydrofuran-2-yl]-methoxymethylphosphonic acid ClC1=NC(=C2N=CN(C2=N1)[C@H]1[C@@H]([C@@H]([C@@H](O1)C(OC)P(O)(O)=O)O)O)NC(C)C